1-(4-methylthiazol-5-yl)-3-(4-(2-bromoethoxy)phenyl)-chalcone CC=1N=CSC1C1(CC(=CC=C1)C1=CC=C(C=C1)OCCBr)\C=C\C(=O)C1=CC=CC=C1